N1-(2-methyl-4-(4-(trifluoromethyl)piperidin-1-yl)phenyl)cyclohexane-1,4-diamine CC1=C(C=CC(=C1)N1CCC(CC1)C(F)(F)F)NC1CCC(CC1)N